C1(=CC=CC=C1)C(C1=CC=2C3(C4=CC=CC=C4C2C=C1)C1=CC=CC=C1C=1C=CC=CC13)(C1=CC=CC=C1)C1=CC=CC=C1 Triphenyl-9,9-spirobifluoren-2-yl-methane